ClC1=CC=C(C=C1)C1=C(C=C(C(=O)N2CCN(CC2)C(=O)OC(C)(C)C)C=C1)CN1CCN(CC1)C1=CC=C(C=C1)C(=O)OCC tert-butyl 4-[4-(4-chlorophenyl)-3-[[4-(4-ethoxycarbonylphenyl)piperazin-1-yl]methyl]benzoyl]piperazine-1-carboxylate